4-(benzyl-oxy)phenol C(C1=CC=CC=C1)OC1=CC=C(C=C1)O